FC1=C(C(=O)O)C=CC(=C1OCCC(F)(F)F)C(NS(=O)(=O)N1CCCC1)=O 2-fluoro-4-((pyrrolidin-1-ylsulfonyl)carbamoyl)-3-(3,3,3-trifluoropropoxy)benzoic acid